(7E)-8,12-dimethyl-4-methylenetridec-7,11-dienal C\C(=C/CCC(CCC=O)=C)\CCC=C(C)C